5-(bis(4-methoxybenzyl)amino)-3-chloro-pyrazine-2-carbaldehyde COC1=CC=C(CN(C=2N=C(C(=NC2)C=O)Cl)CC2=CC=C(C=C2)OC)C=C1